IC1=C(C(=O)N2C=CC3=C(C=CC=C23)Br)C=CC=C1 N-(o-iodobenzoyl)-4-bromoindole